C(CCCCC=C)C(CO)CCCCCC=C 2-(hept-6-en-1-yl)non-8-en-1-ol